2-(6-(((1R,2S,5S)-8-(2-Hydroxyethyl)-8-azabicyclo[3.2.1]octan-2-yl)amino)pyridazin-3-yl)-3-methyl-5-(trifluoromethyl)phenol OCCN1[C@H]2[C@H](CC[C@H]1CC2)NC2=CC=C(N=N2)C2=C(C=C(C=C2C)C(F)(F)F)O